FC(CN)(C(C(C(C(C(C(F)(F)F)(F)F)(F)F)(F)F)(F)F)(F)F)F 2,2,3,3,4,4,5,5,6,6,7,7,8,8,8-pentadecafluoro-1-octaneamine